OC(C(=O)N1CCN(CC1)C1=NC=CN=C1NC1=CC=C(C=C1)C(F)(F)F)CO 2,3-dihydroxy-1-(4-(3-((4-(trifluoromethyl)phenyl)amino)pyrazin-2-yl)piperazin-1-yl)propan-1-one